2-phenyl-2-(cyclopropylmethylamino)acetic acid C1(=CC=CC=C1)C(C(=O)O)NCC1CC1